O=C1N(C(CC1)=O)N(CC(=O)O)C(=O)OCC1C2=CC=CC=C2C=2C=CC=CC12 2,5-dioxopyrrolidin-1-yl(((9H-fluorene-9-yl)methoxy)carbonyl)glycine